ClC1=C(C=CC(=C1F)F)S(=O)(=O)NC1=NC(=C(C=C1)\C=C\C=1C=NC(=NC1)NC1CCC(CC1)N(C)C)C 2-chloro-N-(5-((E)-2-(2-(((1r,4r)-4-(dimethylamino)cyclohexyl)amino)pyrimidin-5-yl)vinyl)-6-methylpyridin-2-yl)-3,4-difluorobenzenesulfonamide